2-fluoro-4-(hydroxymethyl)-5-methylbenzonitrile FC1=C(C#N)C=C(C(=C1)CO)C